carboxyl-(5-carboxycytosine) C(=O)(O)NC1=NC(NC=C1C(=O)O)=O